FC=1C=CC(=C(C1)N1C(C(=CC=C1)C(=O)NC=1C=NC(=CC1)C(C)(C)O)=O)OCC(F)(F)F 1-[5-fluoro-2-(2,2,2-trifluoroethoxy)phenyl]-N-[6-(2-hydroxypropan-2-yl)pyridin-3-yl]-2-oxo-1,2-dihydropyridine-3-carboxamide